tert-butyl 4-[[4-[6-[5-(1-methylcyclopropoxy)-1H-indazol-3-yl]pyrimidin-4-yl]piperazin-1-yl]methyl]piperidine-1-carboxylate CC1(CC1)OC=1C=C2C(=NNC2=CC1)C1=CC(=NC=N1)N1CCN(CC1)CC1CCN(CC1)C(=O)OC(C)(C)C